C(#N)C=1C=CC(=C2C=CC=NC12)NC(C(C)(C)N1N=CC(=C1)C#CC1CN(C1)C=1C=C2C(N(C(C2=CC1)=O)C1C(NC(CC1)=O)=O)=O)=O N-(8-cyanoquinolin-5-yl)-2-(4-((1-(2-(2,6-dioxopiperidin-3-yl)-1,3-Dioxoisoindoline-5-yl)azetidin-3-yl)ethynyl)-1H-pyrazol-1-yl)-2-methylpropionamide